(1S,3S)-3-((2-methyl-6-(1-methyl-5-(2-(4-methylpentanamido)ethyl)-1H-1,2,3-triazol-4-yl)pyridin-3-yl)oxy)cyclohexane-1-carboxylic acid CC1=NC(=CC=C1O[C@@H]1C[C@H](CCC1)C(=O)O)C=1N=NN(C1CCNC(CCC(C)C)=O)C